N-(bis(2-(trifluoromethyl)phenyl)phosphaneyl)-N-phenyl-1,1-bis(4-(tributylsilyl)phenyl)phosphanamine FC(C1=C(C=CC=C1)P(N(P(C1=CC=C(C=C1)[Si](CCCC)(CCCC)CCCC)C1=CC=C(C=C1)[Si](CCCC)(CCCC)CCCC)C1=CC=CC=C1)C1=C(C=CC=C1)C(F)(F)F)(F)F